C(C1=CC=CC=C1)(=O)O.N1CCC(CC1)=O 4-piperidone benzoic acid salt